FC(C1=NN2C(C=CC(=C2)COC)=C1)F 2-(difluoromethyl)-6-(methoxymethyl)pyrazolo[1,5-a]pyridin